ethyl-imidazolium bisulfate S([O-])(O)(=O)=O.C(C)C=1NC=C[NH+]1